FC(CP(OCCCC)(=O)C1=CC=CC=C1)(F)F n-butyl (2,2,2-trifluoroethyl)phenylphosphinate